chromium (iii) acetate C(C)(=O)[O-].[Cr+3].C(C)(=O)[O-].C(C)(=O)[O-]